FC(OC1=CC=C(C=C1)COB(O)O)F [4-(difluoromethoxy)phenyl-[-]-methyl]Boric acid